2-Fluoromethyl-8-{1-[3-(3-methoxy-phenyl)-prop-2-ynyl]-1H-pyrazol-4-yl}-1-propyl-1,7-dihydro-purin-6-one FCC=1N(C(C=2NC(=NC2N1)C=1C=NN(C1)CC#CC1=CC(=CC=C1)OC)=O)CCC